FC1=CC=C(C=C1C1=C(C=CC=C1C)C)[C@H](CC(=O)OCC)NC(=O)NC=1C(N(C(=CC1O)C)C)=O ethyl (S)-3-(6-fluoro-2',6'-dimethylbiphenyl-3-yl)-3-(3-(4-hydroxy-1,6-dimethyl-2-oxo-1,2-dihydropyridin-3-yl)ureido)propanoate